2-Methyl-N-{1-(4-methylcyclohexylidene)-2-oxo-2-[(2-oxospiro[1H-indole-3,4'-oxane]-6-yl)amino]ethyl}pyrazole-3-carboxamide CN1N=CC=C1C(=O)NC(C(NC1=CC=C2C(=C1)NC(C21CCOCC1)=O)=O)=C1CCC(CC1)C